N-(8-fluoro-2-methyl-imidazo[1,2-a]pyridin-6-yl)-3-(4-piperidyl)thieno[2,3-b]pyrazine-6-carboxamide FC=1C=2N(C=C(C1)NC(=O)C1=CC=3C(=NC(=CN3)C3CCNCC3)S1)C=C(N2)C